FC1=C(C(=O)CC(=O)OCC)C=C(C(=C1)F)F ethyl 2,4,5-trifluoro-benzoylacetate